[Ca].[Ca].N1(CCN(CCN(CCN(CC1)CC(=O)O)CC(=O)O)CC(=O)O)CC(=O)O 1,4,7,10-tetraazacyclododecane-1,4,7,10-tetraacetic acid dicalcium